2-Amino-N-{1-[8-chloro-5-[(2R)-2-methylpiperidin-1-yl]imidazo[1,5-a]pyridin-6-yl]ethyl}pyrazolo[1,5-a]pyrimidine-3-carboxamide NC1=NN2C(N=CC=C2)=C1C(=O)NC(C)C=1C=C(C=2N(C1N1[C@@H](CCCC1)C)C=NC2)Cl